FC=1C=NC(=NC1)NC1=C(C=CC(=C1)N1CC(N(CC1)C)CO)OC(F)(F)F 5-fluoro-2-((5-(3-(hydroxymethyl)-4-methylpiperazin-1-yl)-2-(trifluoromethoxy)phenyl)amino)pyrimidine